5-[(4-chlorophenyl)methyl]-3-(morpholin-4-yl)-8-sulphanylidene-dihydropyrimido[5,4-c]pyridazin-6(5H)-one ClC1=CC=C(C=C1)CN1C(NC(C=2NNC(=CC21)N2CCOCC2)=S)=O